(S)-(4-(4-amino-6-(2-ethynyl-1-methyl-1H-benzo[d]imidazol-5-yl)-7-methyl-7H-pyrrolo[2,3-d]pyrimidin-5-yl)cyclohex-3-en-1-yl)(pyrrolidin-1-yl)methanone NC=1C2=C(N=CN1)N(C(=C2C2=CC[C@H](CC2)C(=O)N2CCCC2)C2=CC1=C(N(C(=N1)C#C)C)C=C2)C